1-(2-pyridylthio)-2,2,6,6-tetramethylpiperidin-4-one N1=C(C=CC=C1)SN1C(CC(CC1(C)C)=O)(C)C